IC(C(=O)O)CCC iodopentanoic acid